3-bromo-N,5-dimethylbenzenesulfonamide BrC=1C=C(C=C(C1)C)S(=O)(=O)NC